NC1CCC(CC1)N(C1=NC(=C(C(=N1)C(=O)N)C1=C(C(=CC=C1)Cl)Cl)C)C 2-[(4-Amino-cyclohexyl)-methyl-amino]-5-(2,3-dichlorophenyl)-6-methyl-pyrimidine-4-carboxylic acid amide